ClC=1C=C2C=NNC2=CC1[N+](=O)[O-] 5-chloro-6-nitro-1H-indazole